C1=CC2=C(C=CC3=C2C(=C1)C(=O)OC3=O)Cl 4-chloro-1,8-naphthalic anhydride